O.[O-2].[Ce+3].[O-2].[O-2].[Ce+3] cerium-oxide hydrate